8-(4-chloro-2-fluoro-phenyl)-6-[(3S)-4,4-difluoro-3-(1-methylpyrazol-4-yl)-1-piperidyl]-2,3-dimethyl-pyrido[3,4-d]pyrimidin-4-one ClC1=CC(=C(C=C1)C1=NC(=CC2=C1N=C(N(C2=O)C)C)N2C[C@@H](C(CC2)(F)F)C=2C=NN(C2)C)F